CC1=CC2=C(C=C1C)N(C3=NC(=NC(=O)C3=N2)[O-])C[C@@H]([C@@H]([C@H]4COP(=O)(O4)[O-])O)O The molecule is an organophosphate oxoanion obtained by deprotonation of the phosphate and imido groups of riboflavin cyclic-4',5'-phosphate; major species at pH 7.3. It is a conjugate base of a riboflavin cyclic 4',5'-phosphate.